N-[(1-{[4-(Propan-2-yloxy)piperidin-1-yl]methyl}cyclobutyl)methyl]-4H,5H,6H,7H,8H,9H-cycloocta[b]thiophene-2-carboxamide CC(C)OC1CCN(CC1)CC1(CCC1)CNC(=O)C1=CC2=C(S1)CCCCCC2